4-cyano-4-(dodecylmercaptothiocarbonyl)thiopentanoic acid C(#N)C(CCC(=S)O)(C)C(=S)SCCCCCCCCCCCC